tetramercapto-bis(trichlorosilyl)-tetrabromocoronene SC1=C(C2=C(C(=C3C(=C(C4=C(C(=C5C(=C(C6=CC=C1C=1C2=C3C4=C5C16)Br)Br)Br)Br)[Si](Cl)(Cl)Cl)[Si](Cl)(Cl)Cl)S)S)S